ClC=1C(=C(C=CC1)C1=CC=C2CCC(C2=C1)C(=O)O)OCC1CCC1 6-(3-chloro-2-(cyclobutylmethoxy)phenyl)-2,3-dihydro-1H-indene-1-carboxylic acid